C(C)OC(=O)C=1C(=NN(C1)CC1CCC1)C#N.C(N)(=O)C1=NN(C=C1C(=O)[O-])CC1CCC1.[K+] potassium 3-carbamoyl-1-(cyclobutylmethyl)-1H-pyrazole-4-carboxylate Ethyl-3-cyano-1-(cyclobutylmethyl)-1H-pyrazole-4-carboxylate